CC(=CC1=CC=CC=C1)[Si](O[Si](C)(C)C)(O[Si](C)(C)C)O[Si](C)(C)C methyltris(trimethylsiloxy)silylstyrene